Methyl 6-morpholino-1,5-naphthyridine-4-carboxylate O1CCN(CC1)C=1N=C2C(=CC=NC2=CC1)C(=O)OC